O=C1NC(CCC1C1=CC(=C(C=C1)N1CCC(CC1)CN1CCC2(CC(C2)NC(C2=CC(=CC=C2)OC)=O)CC1)OC)=O N-(7-((1-(4-(2,6-dioxopiperidin-3-yl)-2-methoxyphenyl)piperidin-4-yl)methyl)-7-azaspiro[3.5]non-2-yl)-3-methoxybenzamide